(S)-N-(5-(3-aminopyrrolidin-1-yl)-2-morpholinyloxazolo[4,5-b]pyridin-6-yl)-2-(2-methylpyridin-4-yl)oxazole-4-carboxamide N[C@@H]1CN(CC1)C1=C(C=C2C(=N1)N=C(O2)N2CCOCC2)NC(=O)C=2N=C(OC2)C2=CC(=NC=C2)C